1-(2-methyl-4-nitro-phenyl)-N-[2-(trimethylsilylmethoxy)ethyl]methanimine CC1=C(C=CC(=C1)[N+](=O)[O-])C=NCCOC[Si](C)(C)C